cetyl phosphate-potassium salt [K+].P(=O)(OCCCCCCCCCCCCCCCC)([O-])[O-].[K+]